ClC1=C(C=CC=C1C)C=1C(=CC=2C3=C(C(=NC2C1F)SC)N=CN3[C@@H]3C[C@H](N(CC3)C(=O)OC(C)(C)C)CC#N)C tert-butyl (2S,4S)-4-(7-(2-chloro-3-methylphenyl)-6-fluoro-8-methyl-4-(methylthio)-1H-imidazo[4,5-c]quinolin-1-yl)-2-(cyanomethyl)piperidine-1-carboxylate